4-chloro-2-[6-(trifluoromethyl)-3-pyridinyl]-1H-pyrrolo[2,3-b]Pyridine ClC1=C2C(=NC=C1)NC(=C2)C=2C=NC(=CC2)C(F)(F)F